tert-butyl 4-(3-chloro-5-(ethoxycarbonyl) pyridin-2-yl)-3-oxopiperazine-1-carboxylate ClC=1C(=NC=C(C1)C(=O)OCC)N1C(CN(CC1)C(=O)OC(C)(C)C)=O